dibromo[2,6-bis[4-(S)-naphthyl-2-oxazolyl]pyridine] cobalt [Co].BrC=1C=C(C(=NC1C=1OC=C(N1)C1=CC=CC2=CC=CC=C12)C=1OC=C(N1)C1=CC=CC2=CC=CC=C12)Br